C1(CC1)S(=O)(=O)N1N=CC(=C1)C1=NC=CC(=N1)NC1=CC2=C(C=N1)C(=NN2C(C)C)N2CCN(CC2)CC2=CC(=C(C=C2)C2C(NC(CC2)=O)=O)F 3-(4-((4-(6-((2-(1-(cyclopropylsulfonyl)-1H-pyrazol-4-yl)pyrimidin-4-yl)amino)-1-isopropyl-1H-pyrazolo[4,3-c]pyridin-3-yl)piperazin-1-yl)methyl)-2-fluorophenyl)piperidine-2,6-dione